N-((2,2-difluoroethyl)carbamoyl)-2-(o-tolyl)-2-(4-(trifluoromethyl)pyridin-2-yl)acetamide FC(CNC(=O)NC(C(C1=NC=CC(=C1)C(F)(F)F)C1=C(C=CC=C1)C)=O)F